C(C1=CC=CC=C1)OC=1C=C(C=CC1OC)C1=C(C=C(S1)C(=O)N1CCCCC1)C1=CC(=C(C=C1)C#N)F 1-(5-(3-(benzyloxy)-4-methoxyphenyl)-4-(4-cyano-3-fluorophenyl)thiophene-2-carbonyl)piperidin